tert-butyl 6-(4-methylbenzyl)-5-oxo-1,4,5,6-tetrahydropyrido[3,4-c][1,8]naphthyridine-3(2H)-carboxylate CC1=CC=C(CN2C(C3=C(C=4C=CC=NC24)CCN(C3)C(=O)OC(C)(C)C)=O)C=C1